tert-butyl 4-[3-[[1-[4-(4,4,5,5-tetramethyl-1,3,2-dioxaborolan-2-yl)-2-pyridyl]-4-piperidyl]oxy]cyclobutoxy]piperidine-1-carboxylate CC1(OB(OC1(C)C)C1=CC(=NC=C1)N1CCC(CC1)OC1CC(C1)OC1CCN(CC1)C(=O)OC(C)(C)C)C